7-(t-butyl) 8-methyl (8S)-1-methyl-2,4-dioxo-1,3,7-triazaspiro[4.4]nonane-7,8-dicarboxylate CN1C(NC(C12CN([C@@H](C2)C(=O)OC)C(=O)OC(C)(C)C)=O)=O